FC([C@H](C)N1N=NC2=C1C=C(C=C2)C=2C(=CN1N=C(N=C(C12)OC)N[C@H]1[C@H](CN(CC1)C1COC1)F)F)F 5-(1-((S)-1,1-difluoropropan-2-yl)-1H-benzo[d][1,2,3]triazol-6-yl)-6-fluoro-N-((3S,4R)-3-fluoro-1-(oxetan-3-yl)piperidin-4-yl)-4-methoxypyrrolo[2,1-f][1,2,4]triazin-2-amine